[Cl-].[Hf+4].[Cl-].[Cl-].[Cl-] Hafnium(IV) chlorid